FC=1C=C(C(=NC1)C(C)=O)C(F)(F)F 1-(5-fluoro-3-(trifluoromethyl)pyridin-2-yl)ethan-1-one